[(1S,4S)-4-(5-chloro-1-methyl-pyrazol-4-yl)-1-methyl-3,4-dihydro-1H-isoquinolin-2-yl]-[1-(2,4-difluorophenyl)triazol-4-yl]methanone ClC1=C(C=NN1C)[C@H]1CN([C@H](C2=CC=CC=C12)C)C(=O)C=1N=NN(C1)C1=C(C=C(C=C1)F)F